ClC1=NC=C(C=N1)OCC1=C(C=CC=C1C(F)(F)F)C 2-chloro-5-{[2-methyl-6-(trifluoromethyl)phenyl]methoxy}pyrimidine